tert-butyl (3S,4S)-3-fluoro-4-{3-[6-(4-methylpiperazin-1-yl)-[1,2,4]triazolo[4,3-b]pyridazin-3-yl]propanamido}piperidine-1-carboxylate F[C@H]1CN(CC[C@@H]1NC(CCC1=NN=C2N1N=C(C=C2)N2CCN(CC2)C)=O)C(=O)OC(C)(C)C